(R)-1-isobutyl-N-(6-(1-methyl-1H-1,2,3-triazol-4-yl)isoquinolin-3-yl)piperidine-3-carboxamide C(C(C)C)N1C[C@@H](CCC1)C(=O)NC=1N=CC2=CC=C(C=C2C1)C=1N=NN(C1)C